chloroaminodisilane ClN[SiH2][SiH3]